8-{4-[4-(carbonochloridoyl)cyclohexyl]phenoxy}octyl 3-chloropropanoate ClCCC(=O)OCCCCCCCCOC1=CC=C(C=C1)C1CCC(CC1)C(=O)Cl